4-cyclopropyl-6-(2H3)methoxypyrimidine C1(CC1)C1=NC=NC(=C1)OC([2H])([2H])[2H]